N-[2-[4-(4,4,5,5-tetramethyl-1,3,2-dioxaborolan-2-yl)phenyl]propan-2-yl]prop-2-enamide CC1(OB(OC1(C)C)C1=CC=C(C=C1)C(C)(C)NC(C=C)=O)C